2-(4-(1'-(3-((3-fluoro-4-(hexadecyloxy)phenyl)sulfonyl)-6-(methylsulfinyl)quinolin-4-yl)-[1,4'-bipiperidin]-4-yl)piperazin-1-yl)ethanol FC=1C=C(C=CC1OCCCCCCCCCCCCCCCC)S(=O)(=O)C=1C=NC2=CC=C(C=C2C1N1CCC(CC1)N1CCC(CC1)N1CCN(CC1)CCO)S(=O)C